NC1=NC=CC(=C1)C=1C=C(C=CC1)C1=NOC(=C1)[C@]1(C(N(CC1)C)=O)O (R)-3-(3-(3-(2-Aminopyridin-4-yl)phenyl)isoxazol-5-yl)-3-hydroxy-1-methylpyrrolidin-2-one